lithium cis-propenyl phosphate P(=O)(O\C=C/C)([O-])[O-].[Li+].[Li+]